C1(CC1)OC1=NN(C=C1NC=1N=CC2=C(N1)N(C(=C2)C#N)C2CCOCC2)C(COC)C 2-((3-cyclopropoxy-1-(1-methoxypropane-2-yl)-1H-pyrazol-4-yl)amino)-7-(tetrahydro-2H-pyran-4-yl)-7H-pyrrolo[2,3-d]pyrimidine-6-carbonitrile